FC(C)(F)C=1C=CC(=NC1)CC=1C(C2=C(C=CC(=C2C(C1CC)=O)F)F)=O 2-((5-(1,1-difluoroethyl)pyridin-2-yl)methyl)-3-ethyl-5,8-difluoronaphthalene-1,4-dione